5-bromo-N-(2,3-dihydroxypropoxy)-3,4-difluoro-2-(2-fluoro-4-iodophenylamino)benzamide BrC=1C(=C(C(=C(C(=O)NOCC(CO)O)C1)NC1=C(C=C(C=C1)I)F)F)F